ClC=1C=C(C=C(C1)F)C1(CC1)C(=O)NC=1C=CC(=C(C(=O)O)C1)C=1C=NN(C1)C1CCC1 5-({[1-(3-Chloro-5-fluorophenyl)cyclopropyl]carbonyl}amino)-2-(1-cyclobutyl-1H-pyrazol-4-yl)benzoic acid